C[C@]1([C@H]2CC[C@@H](C1)O2)C(=O)O |r| racemic-(1R,2S,4S)-2-methyl-7-oxabicyclo[2.2.1]heptane-2-carboxylic acid